N4-(1H-indazol-6-yl)-5-methyl-N2-(4-(4-methylpiperazin-1-yl)phenyl)thieno[2,3-d]pyrimidine-2,4-Diamine N1N=CC2=CC=C(C=C12)NC=1C2=C(N=C(N1)NC1=CC=C(C=C1)N1CCN(CC1)C)SC=C2C